2-[(3-methylisoxazole-4-carbonyl)amino]acetic acid methyl ester COC(CNC(=O)C=1C(=NOC1)C)=O